4-oxo-6-((1S,2S)-2-(pyrimidin-2-yl)cyclobutyl)-1-((S)-1-(3-(trifluoromethyl)phenyl)ethyl)-4,5-dihydro-1H-pyrazolo[3,4-d]pyrimidine-3-carbonitrile O=C1C2=C(N=C(N1)[C@@H]1[C@H](CC1)C1=NC=CC=N1)N(N=C2C#N)[C@@H](C)C2=CC(=CC=C2)C(F)(F)F